NC1=NC(N(C(N1)=O)CC1=CC=CC=C1)=O 6-amino-3-benzyl-1,3,5-triazine-2,4(1H,3H)-dione